S(C#N)C(CC[Si](OCC)(OCC)OCC)(SC#N)SC#N trithiocyanopropyl-triethoxysilane